5-(((5-chloro-3-((2-chloro-3-(3-chloro-2-(3-methoxy-4-((((5-oxopyrrolidin-2-yl)methyl)amino)methyl)phenyl)pyridin-4-yl)phenyl)amino)-2-fluorobenzyl)amino)methyl)pyrrolidin-2-one ClC=1C=C(C(=C(CNCC2CCC(N2)=O)C1)F)NC1=C(C(=CC=C1)C1=C(C(=NC=C1)C1=CC(=C(C=C1)CNCC1NC(CC1)=O)OC)Cl)Cl